CC1=NC=NN1C=1C=CC(=NC1)N 5-(5-methyl-1H-1,2,4-triazol-1-yl)pyridin-2-amine